C(C1=CC=CC=C1)OC1=C(N(C=CC1=O)C[C@@H](C1=CC=CC=C1)O)C (R)-3-(benzyloxy)-1-(2-hydroxy-2-phenylethyl)-2-methylpyridin-4(1H)-one